C(C)(C)(C)OC(NC(CC[C@@H](CNC(=O)C=1NC2=CC(=CC=C2C1)C1=CC=C(C=C1)F)NC(OC(C)(C)C)=O)C1CC1)=O ((4S)-1-cyclopropyl-5-(6-(4-fluorophenyl)-1H-indole-2-carboxamido)pentane-1,4-diyl)dicarbamic acid di-tert-butyl ester